4-((4-chlorobenzyl)oxy)benzoic acid ClC1=CC=C(COC2=CC=C(C(=O)O)C=C2)C=C1